COC=1C=C2C(=NC=NC2=CC1OC)N1CC2(C1)CC(C2)CCS(=O)(=O)[O-] [2-(6,7-dimethoxyquinazolin-4-yl)-2-azaspiro[3.3]heptan-6-yl]methylmethanesulfonate